1'-(2-{[6-(3-hydroxy-3-methylazetidin-1-yl)-5-(trifluoro-methyl)pyridin-3-yl]oxy}ethyl)-2-oxo-1,2-dihydrospiro[indole-3,4'-piperidine]-5-carbonitrile OC1(CN(C1)C1=C(C=C(C=N1)OCCN1CCC2(CC1)C(NC1=CC=C(C=C12)C#N)=O)C(F)(F)F)C